COC=1C=C(C2=CC=C(C=C2C1)C)N1CC=2N=C(N=C(C2CC1)N1CCN(CC1)C(=O)OCC1=CC=CC=C1)OCCCN1CCOCC1 benzyl 4-[7-(3-methoxy-6-methyl-1-naphthyl)-2-(3-morpholinopropoxy)-6,8-dihydro-5H-pyrido[3,4-d]pyrimidin-4-yl]piperazine-1-carboxylate